C1(=CC=CC=C1)S(=O)(=O)C1=CC=C(C=C1)CN1C=NC=C1 N-{[4-(benzenesulfonyl)phenyl]methyl}imidazol